P(=O)(OC=1C=C2C(=CNC2=CC1)CCN(C)C1CC1)([O-])[O-] 3-(2-(cyclopropyl (methyl) amino) ethyl)-1H-indol-5-yl phosphate